BrC=1C=C(C=CC1)C1=NN=C2SCCCN21 3-(3-bromophenyl)-6,7-dihydro-5H-[1,2,4]triazolo[3,4-b][1,3]thiazine